CC1(OB(OC1(C)C)C=1C=NN(C1)C1C[C@H]2CC[C@@H](C1)N2C(=O)OC(C)(C)C)C tert-butyl (1R,3s,5S)-3-(4-(4,4,5,5-tetramethyl-1,3,2-dioxaborolan-2-yl)-1H-pyrazol-1-yl)-8-azabicyclo[3.2.1]octane-8-carboxylate